{3-[2-(difluoromethoxy)pyridin-4-yl]-1,2,4-oxadiazol-5-yl}-1,1-difluoro-6-azaspiro[2.5]octane-6-carboxylic acid tert-butyl ester C(C)(C)(C)OC(=O)N1CCC2(C(C2(F)F)C2=NC(=NO2)C2=CC(=NC=C2)OC(F)F)CC1